FC=1C=C(C=CC1OC1=C2C(=NC=C1)N=C(S2)C=2N=CN(C2)C)NC(=O)C=2C=NN(C2C(F)(F)F)C2=CC=CC=C2 N-(3-fluoro-4-((2-(1-methyl-1H-imidazol-4-yl)thiazolo[4,5-b]pyridin-7-yl)oxy)phenyl)-1-phenyl-5-(trifluoromethyl)-1H-pyrazole-4-carboxamide